NC1=C2C(=NC=N1)N(N=C2C(=O)NC2=CC=C(C=C2)CSC)C2CCC2 4-amino-1-cyclobutyl-N-(4-((methylthio)methyl)phenyl)-1H-pyrazolo[3,4-d]pyrimidine-3-carboxamide